8-(2-(8-oxa-3-azabicyclo[3.2.1]oct-3-yl)-7-(1H-pyrazol-3-yl)imidazo[1,5-b]pyridazin-4-yl)-3-oxa-8-azabicyclo[3.2.1]octane C12CN(CC(CC1)O2)C=2C=C(C=1N(N2)C(=NC1)C1=NNC=C1)N1C2COCC1CC2